CC(C(=O)O)(CCOC([C@@H](NS(=O)(=O)C1=CC=C(C)C=C1)C)=O)C 2,2-dimethyl-4-((tosyl-L-alanyl)oxy)butanoic acid